4-(tert-butyl)phenoxypyridine C(C)(C)(C)C1=CC=C(OC2=NC=CC=C2)C=C1